4-chloro-1-(methoxymethyl)-7-azaindole ClC1=C2C=CN(C2=NC=C1)COC